ClC1=C(C=CC(=C1)F)CC(=O)NC1=CC(=C(C=C1)OCC1CCOCC1)S(N)(=O)=O 2-(2-chloro-4-fluorophenyl)-N-[3-sulfamoyl-4-(Tetrahydro-2H-pyran-4-ylmethoxy)phenyl]acetamide